ClC1=C(C(=CC(=N1)C(=O)NC)NC1=CC2=C(N(C(N2CCC(C)(C)O)=O)CC2CCOCC2)C=C1)C#N 6-chloro-5-cyano-4-[[3-(3-hydroxy-3-methyl-butyl)-2-oxo-1-(tetrahydropyran-4-ylmethyl)benzimidazol-5-yl]amino]-N-methyl-pyridine-2-carboxamide